2-(2-methylphenyl)pyridine heptyl-tridecanoate C(CCCCCC)OC(CCCCCCCCCCCC)=O.CC1=C(C=CC=C1)C1=NC=CC=C1